N-(4-(6-(((3aR,5r,6aS)-Octahydrocyclopenta[c]pyrrol-5-yl)amino)pyridazin-3-yl)phenyl)acetamide dihydrochloride Cl.Cl.C1NC[C@H]2[C@@H]1CC(C2)NC2=CC=C(N=N2)C2=CC=C(C=C2)NC(C)=O